N-[9-[4-[4-[(2,6-dioxo-3-piperidyl)amino]phenyl]-1-piperidyl]nonyl]-5-[rac-(2R)-2-(2,5-difluorophenyl)pyrrolidin-1-yl]pyrazolo[1,5-a]pyrimidine-3-carboxamide O=C1NC(CCC1NC1=CC=C(C=C1)C1CCN(CC1)CCCCCCCCCNC(=O)C=1C=NN2C1N=C(C=C2)N2[C@H](CCC2)C2=C(C=CC(=C2)F)F)=O |r|